(3-(pyridin-3-yl)-6,7-dihydro-4H-thieno[3,2-c]pyran-4-yl)methanamine N1=CC(=CC=C1)C1=CSC2=C1C(OCC2)CN